triphenylphenyl ether C1(=CC=CC=C1)C1=C(C(=C(C=C1)OC1=C(C(=C(C=C1)C1=CC=CC=C1)C1=CC=CC=C1)C1=CC=CC=C1)C1=CC=CC=C1)C1=CC=CC=C1